(2R,4S)-benzyl 2,4-bis(hydroxymethyl)azetidine-1-carboxylate OC[C@@H]1N([C@@H](C1)CO)C(=O)OCC1=CC=CC=C1